N12CC(C(CC1)CC2)N(C(O)=O)[C@H]2CCC1=CC=C(C=C21)C2=C(C=C(C=C2)F)F.OC(CN2CCN(CC2)CC(C)O)C N,N'-di(2-hydroxypropyl)piperazine (S)-quinuclidin-3-yl-(6-(2,4-difluorophenyl)-2,3-dihydro-1H-inden-1-yl)carbamat